((S)-4-((benzyloxy)carbonyl)-3-(cyanomethyl)piperazin-1-yl)-2-(((S)-1-methylpyrrolidin-2-yl)methoxy)-5H-pyrrolo[3,2-d]pyrimidine-5-carboxylic acid tert-butyl ester C(C)(C)(C)OC(=O)N1C=CC=2N=C(N=C(C21)N2C[C@@H](N(CC2)C(=O)OCC2=CC=CC=C2)CC#N)OC[C@H]2N(CCC2)C